1-(naphthalen-2-ylmethyl)piperidin C1=C(C=CC2=CC=CC=C12)CN1CCCCC1